4-(benzylamino)-N-ethyl-3-(1-methylimidazol-4-yl)benzenesulfonamide C(C1=CC=CC=C1)NC1=C(C=C(C=C1)S(=O)(=O)NCC)C=1N=CN(C1)C